2-cyclopropoxy-5-hydrazinylpyridine C1(CC1)OC1=NC=C(C=C1)NN